(R)-3-amino-4-(5-(bis(2-chloroethyl)amino)-2-methylphenyl)butanoic acid N[C@@H](CC(=O)O)CC1=C(C=CC(=C1)N(CCCl)CCCl)C